[Fe+3].C(C)(C)(C)CC(CC(=O)[O-])=O.C(C)(C)(C)CC(CC(=O)[O-])=O.C(C)(C)(C)CC(CC(=O)[O-])=O tri(tert-butyl acetoacetate) iron